4-butyl-1H-1,2,3-triazole-1-propylamine C(CCC)C=1N=NN(C1)CCCN